5-(3-(trans-4-(aminomethyl)-cyclohexyl)pyrazolo[1,5-a]pyridin-5-yl)pyrimidine NC[C@@H]1CC[C@H](CC1)C=1C=NN2C1C=C(C=C2)C=2C=NC=NC2